1-methyl-N-[2-(1-methylpiperidin-2-yl)-1H-1,3-benzodiazol-5-yl]indazole-5-carboxamide CN1N=CC2=CC(=CC=C12)C(=O)NC1=CC2=C(NC(=N2)C2N(CCCC2)C)C=C1